dimethylazetidin-3-amine CC1C(C(N1)C)N